4-(4-(4-(dimethoxymethyl)piperidin-1-yl)phenyl)chroman-7-ol COC(C1CCN(CC1)C1=CC=C(C=C1)C1CCOC2=CC(=CC=C12)O)OC